ClC1=C(CN2C[C@@H](N(C[C@H]2C)C=2C3=C(N(C(N2)=O)C)C=CC(=N3)C#N)C)C=CC(=C1)F 4-((2S,5R)-4-(2-chloro-4-fluorobenzyl)-2,5-dimethylpiperazin-1-yl)-1-methyl-2-oxo-1,2-dihydropyrido[3,2-d]pyrimidine-6-carbonitrile